CNC=1C=C(C(=NC1)N)C N5,3-dimethylpyridine-2,5-diamine